Ethyl 2-(4-((4-(4-ethylphenyl)-5-oxo-4,5-dihydro-1H-1,2,4-triazol-1-yl) methyl)-2,6-dimethylphenoxy)-2-methylpropionate C(C)C1=CC=C(C=C1)N1C=NN(C1=O)CC1=CC(=C(OC(C(=O)OCC)(C)C)C(=C1)C)C